C(CCCCC)NCCCCCCC(=O)OCC(CCCCCCCC)CCCCCC 2-hexyldecyl 7-(hexylamino)heptanoate